FC1=C(C=C(C(=C1F)F)F)C1(N=C(C(=N1)C1=CC(=CC=C1)OC)C1=CC(=CC=C1)OC)C1(N=C(C(=N1)C1=CC(=CC=C1)OC)C1=CC(=CC=C1)OC)C1=C(C(=C(C(=C1)F)F)F)F 2,2'-bis-(2,3,4,5-tetrafluorophenyl)-4,4',5,5'-tetrakis-(3-methoxyphenyl)-biimidazole